NC=1C(=NC(=C(C1)F)O[C@@H]1CN(CC1)C(=O)OC(C)(C)C)C(=O)OC methyl 3-amino-6-[(3S)-1-tert-butoxycarbonylpyrrolidin-3-yl]oxy-5-fluoro-pyridine-2-carboxylate